C1(CCCCC1)[C@H]1[C@H](C2=CC=C(C=C2CC1)O)C1=CC=C(C=C1)N1CCC(CC1)CN1CCN(CC1)C=1C=C2CN(C(C2=CC1)=O)[C@@H]1C(NC(CC1)=O)=O (3S)-3-[5-[4-[[1-[4-[(1S,2S)-2-cyclohexyl-6-hydroxy-tetralin-1-yl]phenyl]-4-piperidyl]methyl]piperazin-1-yl]-1-oxo-isoindolin-2-yl]piperidine-2,6-dione